NC1=NC=2C=NC(=CC2C2=C1[C@H](OC2)C)C(=O)N(CC2=NC=C(C=C2)C(F)(F)F)C(C)C (3R)-4-amino-3-methyl-N-(2-propanyl)-N-((5-(trifluoromethyl)-2-pyridinyl)methyl)-1,3-dihydrofuro[3,4-c][1,7]naphthyridine-8-carboxamide